[2-(propylsulfonyloxyimino)-2,3-dihydrothiophene-3-ylidene]-2-(2-methylphenyl)acetonitrile C(CC)S(=O)(=O)ON=C1SC=CC1=C(C#N)C1=C(C=CC=C1)C